C1(=C(C(=C2C(=C(C3=C(C(=C(C4=C(C(=C1C2=C34)[2H])[2H])[2H])[2H])[2H])[2H])[2H])[2H])[2H])B(O)O (1-pyrenyl-2,3,4,5,6,7,8,9,10-d9)boronic acid